5-[1-fluoro-3-hydroxy-7-(2-hydroxypropoxy)naphthalen-2-yl]-1λ6,2,5-thiadiazolidine-1,1,3-trione FC1=C(C(=CC2=CC=C(C=C12)OCC(C)O)O)N1CC(NS1(=O)=O)=O